[6-(TRIFLUOROMETHOXY)PYRIDIN-3-YL]BORONIC ACID FC(OC1=CC=C(C=N1)B(O)O)(F)F